(S)-3-hydroxy-2-butanone O[C@H](C(C)=O)C